C(C#C)OCCOCCOCCN1N=C(C=C1)C(=O)OC methyl 1-(2-(2-(2-(prop-2-yn-1-yloxy)ethoxy)ethoxy)ethyl)-1H-pyrazole-3-carboxylate